C1[C@@H]([C@H](O[C@H]1N2C=NC3=C2N=C(NC3=O)N)CO)O 2-deoxyguanosine